1-hexyl-tetrahydrothiophenium C(CCCCC)[S+]1CCCC1